trans-[4-(8-Fluoro-2-methyl-imidazo[1,2-a]pyridin-6-ylmethyl)-cyclohexyl]-[(S)-3-(2-methyl-thiazol-4-yl)-isoxazolidin-2-yl]-methanone FC=1C=2N(C=C(C1)C[C@@H]1CC[C@H](CC1)C(=O)N1OCC[C@H]1C=1N=C(SC1)C)C=C(N2)C